IC=1C=C(C(=O)NC2=CC=C(C=C2)S(=O)(=O)N2C(CCCC2)C)C=CC1OC 3-Iodo-4-methoxy-N-(4-((2-methylpiperidin-1-yl)sulfonyl)phenyl)benzamide